(6Z,9Z,28Z,31Z)-heptatriaconta-6,9,28,31-tetraen-19-yl 4-(dimethylamino)butanoate CN(CCCC(=O)OC(CCCCCCCC\C=C/C\C=C/CCCCC)CCCCCCCC\C=C/C\C=C/CCCCC)C